C(C)C1=NC=2C(=NC(=CC2C)C)N1CC1=CC=C(C=C1)C1=C(SC(=C1)C1=C(C=CC=C1)C)S(=O)(=O)NC(OCCCC)=O Butyl (3-(4-((2-ethyl-5,7-dimethyl-3H-imidazo[4,5-b]pyridin-3-yl)methyl) phenyl)-5-(o-tolyl) thiophen-2-yl)sulfonylcarbamate